(R)-7-isopropyl-2-methyl-11-oxo-3-(2,2,2-trifluoroethoxy)-6,7-dihydro-11H-benzo[f]pyrido[1,2-d][1,4]oxazepine-10-carboxylic acid C(C)(C)[C@@H]1COC2=C(C=3N1C=C(C(C3)=O)C(=O)O)C=C(C(=C2)OCC(F)(F)F)C